N-(4-(benzyl-(ethyl)amino)phenyl)piperidine-1-sulfonamide C(C1=CC=CC=C1)N(C1=CC=C(C=C1)NS(=O)(=O)N1CCCCC1)CC